C1CCC2=C(C=CC=C12)C1=C(C=C2C(=N1)C(=NN2)C=2C=CC(=NC2)C2CN(CC2)C(C)=O)OC (3-(5-(5-(2,3-dihydro-1H-inden-4-yl)-6-methoxy-1H-pyrazolo[4,3-b]pyridin-3-yl)pyridin-2-yl)pyrrolidin-1-yl)ethan-1-one